C1(CC1)C1=C(C=CC(=C1)F)N(C(CN1CCN(CC1)C)=O)C1=CC=C(C2=NON=C21)[N+](=O)[O-] N-(2-cyclopropyl-4-fluorophenyl)-2-(4-methylpiperazin-1-yl)-N-(7-nitrobenzo[c][1,2,5]oxadiazol-4-yl)acetamide